1-[3-bromo-5-(trifluoromethyl)phenyl]cyclopropyl alcohol BrC=1C=C(C=C(C1)C(F)(F)F)C1(CC1)O